CC1=NC(=CC=C1O[C@@H]1C[C@H](CCC1)C(=O)O)C=1N=NN(C1CNC(CCCC)=O)C (1S,3S)-3-((2-methyl-6-(1-methyl-5-(pentanamidomethyl)-1H-1,2,3-triazol-4-yl)pyridin-3-yl)oxy)cyclohexanecarboxylic acid